4-chloro-6-fluoro-7-(2-fluoro-6-methoxyphenyl)-1-(4,6-dicyclohexylpyrimidin-5-yl)-3-nitro-1,8-naphthyridin-2(1H)-one ClC1=C(C(N(C2=NC(=C(C=C12)F)C1=C(C=CC=C1OC)F)C=1C(=NC=NC1C1CCCCC1)C1CCCCC1)=O)[N+](=O)[O-]